OC(C)C=1C=C(C=C2C(=C(C(=NC12)N1CCOCC1)C)C#N)C 8-(1-hydroxyethyl)-3,6-dimethyl-2-morpholino-quinoline-4-carbonitrile